C(CCCCCCCCC)OC(C\C=C/C=C)OCCCCCCCCCC (3Z)-6,6-didecyloxy-1,3-hexadiene